(S)-1-(6-fluoropyridin-3-yl)-3-methylpiperazine FC1=CC=C(C=N1)N1C[C@@H](NCC1)C